CCCCC\C=C/C\C=C/CCCCCCCCC(CCCCCCCC\C=C/C\C=C/CCCCC)OC(CCCN(C)C)=O 6Z,9Z,28Z,31Z-heptatriaconta-6,9,28,31-tetraen-19-yl-4-(dimethylamino)butanoate